FC=1C=2N(C=CC1)N=C(C2)[C@@H]2N(CCC1=C2N=CN1)C(=O)C=1OC(=NN1)C1=NNC=C1C (R)-(4-(4-fluoropyrazolo[1,5-a]pyridin-2-yl)-1,4,6,7-tetrahydro-5H-imidazo[4,5-c]pyridin-5-yl)(5-(4-methyl-1H-pyrazol-3-yl)-1,3,4-oxadiazol-2-yl)methanone